N-(1,1-difluoropropan-2-yl)-2-methoxybenzamide FC(C(C)NC(C1=C(C=CC=C1)OC)=O)F